Cl.COC(C(C(CC1=CC=NC2=CC=CC=C12)N)C)=O 3-amino-2-methyl-4-(quinolin-4-yl)butanoic acid methyl ester hydrochloride